[3-methoxy-5-[[2-(1-methylindol-3-yl)-2-oxo-1-phenyl-ethyl]amino]phenyl]methyl acetate C(C)(=O)OCC1=CC(=CC(=C1)NC(C(=O)C1=CN(C2=CC=CC=C12)C)C1=CC=CC=C1)OC